COC1CC(CN(C1)C(=O)OC(C)(C)C)C(=O)ON1C(C2=CC=CC=C2C1=O)=O 1-(tert-butyl) 3-(1,3-dioxoisoindolin-2-yl) 5-methoxypiperidine-1,3-dicarboxylate